2-(2-(1H-pyrazol-1-yl)acetamido)-1-(4-hydroxyphenethyl)-7-methoxy-1H-benzo[d]imidazole-5-Formamide N1(N=CC=C1)CC(=O)NC1=NC2=C(N1CCC1=CC=C(C=C1)O)C(=CC(=C2)C(=O)N)OC